C(C)NN[C@@H](CC1=CC=C(C=C1)O)C(=O)N[C@@H](CCCNC(N)=N)C(=O)O ethylamino-tyrosyl-arginine